FC=1C=C(C=CC1F)CC(=O)N1CC(CC1)C=1C(=C(N=C2C(CS(C12)(=O)=O)C(C)C)CCC1CCOCC1)C=1OC(=NN1)C 7-{1-[2-(3,4-difluorophenyl)acetyl]-3-pyrrolidinyl}-3-isopropyl-6-(5-methyl-1,3,4-oxadiazol-2-yl)-5-[2-(tetrahydro-2H-pyran-4-yl)ethyl]-1λ6-thia-4-aza-1,1-indandione